N1-(7-(4-(dimethylamino)but-1-yn-1-yl)-6-methoxy-2-(piperidine-1-yl)quinazolin-4-yl)-N3,N3-dimethylpropane-1,3-diamine CN(CCC#CC1=C(C=C2C(=NC(=NC2=C1)N1CCCCC1)NCCCN(C)C)OC)C